2-(p-tolyl)-2,3-dihydrophthalazine-1,4-dione C1(=CC=C(C=C1)N1C(C2=CC=CC=C2C(N1)=O)=O)C